C=CCC1C2CC3CC(C2)CC1(C3)CC=C diallyladamantane